6-(3,5-difluorobenzyl)-2-(pyridin-2-yl)-4,5,6,7-tetrahydro-2H-pyrazolo[3,4-c]pyridinol FC=1C=C(CN2CC=3C(CC2)=C(N(N3)C3=NC=CC=C3)O)C=C(C1)F